CN(CC=1OC(=NN1)CC1(OCCO1)CCC1CCOCC1)C N,N-dimethyl-1-(5-((2-(2-(tetrahydro-2H-pyran-4-yl)ethyl)-1,3-dioxolan-2-yl)methyl)-1,3,4-oxadiazol-2-yl)methanamine